N1(CCC1)CC1(CC1)NC(=O)C1(CC1)OC1=CC(=CC=C1)OC(F)(F)F N-(1-(azetidin-1-ylmethyl)cyclopropyl)-1-(3-(trifluoromethoxy)phenoxy)cyclopropane-1-carboxamide